O=C1NC(CCC1N1C(C2=CC=C(C=C2C1=O)C1(CCN(CC1)CC1CCC(CC1)CF)O)=O)=O 2-(2,6-dioxopiperidin-3-yl)-5-(1-((4-(fluoromethyl)cyclohexyl)methyl)-4-hydroxypiperidin-4-yl)isoindoline-1,3-dione